OCCN1CC2(CN(C2)C=2C=CC(=C(C(=O)N[C@H](C)C3=CC=CC4=CC=CC=C34)C2)C)C1 5-[6-(2-hydroxyethyl)-2,6-diazaspiro[3.3]heptan-2-yl]-2-methyl-N-[(1R)-1-(1-naphthyl)ethyl]benzamide